C(C1=CC=CC=C1)OC1CC(C1)(C#N)F 3-benzyloxy-1-fluoro-cyclobutanecarbonitrile